2,2-difluoro-2-(4-isopropylphenyl)acetic acid FC(C(=O)O)(C1=CC=C(C=C1)C(C)C)F